(S)-3-(benzyloxy)-2-((2-oxo-4-(o-tolyl)-2H-chromen-7-yl)oxy)propanoic acid C(C1=CC=CC=C1)OC[C@@H](C(=O)O)OC1=CC=C2C(=CC(OC2=C1)=O)C1=C(C=CC=C1)C